CC=1OC(=CC1C(=O)OC1CNCC(C1)NC1=CC=C2C(=N1)N(C(=N2)C2=CC=C(C=C2)F)C2=CC=NC=C2)C2=CC=1N(C=C2)N=CC1C=1C=NN(C1C)C rac-5-{[2-(4-fluorophenyl)-3-(pyridin-4-yl)-3H-imidazo[4,5-b]pyridin-5-yl]amino}piperidin-3-ol methyl-5-[3-(1,5-dimethylpyrazol-4-yl)pyrazolo[1,5-a]pyridin-5-yl]furan-3-carboxylate